C(C)(C)(C)OC(CN1C(N(CC12CCC(CC2)(C2=CC=CC=C2)N(C)C)CC2=CC=C(C=C2)OC)=O)=O cis-2-[8-dimethylamino-3-[(4-methoxyphenyl)-methyl]-2-oxo-8-phenyl-1,3-diazaspiro[4.5]decan-1-yl]-acetic acid tert-butyl ester